ethyl 3-((2s,4R)-4-fluoropyrrolidin-2-yl)-3-oxopropionate trifluoroacetate FC(C(=O)O)(F)F.F[C@@H]1C[C@H](NC1)C(CC(=O)OCC)=O